N-(4-(4-(3-(dimethylamino)azetidin-1-yl)piperidin-1-yl)-3-methoxyphenyl)-4-(3-phenylisoxazolidin-2-yl)-5-(trifluoromethyl)pyrimidin-2-amine CN(C1CN(C1)C1CCN(CC1)C1=C(C=C(C=C1)NC1=NC=C(C(=N1)N1OCCC1C1=CC=CC=C1)C(F)(F)F)OC)C